C12C=3C=C4N=CC=NC4=CC3C(CNC1)C2 5,8,14-triazatetracyclo[10.3.1.02,11.04,9]hexadeca-2(11),3,5,7,9-pentaene